NC1=NC=NC=2N(C3=C(C=C(C=C3C21)C2=COC=C2)C)CC(=O)O 2-(4-amino-6-(furan-3-yl)-8-methyl-9H-pyrimido[4,5-b]indol-9-yl)acetic acid